FC1=CC=C(C=C1)CCS(=O)(=O)NC1=C(C=C(OC2CN(C2)C(=O)OC(C)(C)C)C=C1)C(=O)OC tert-butyl 3-(4-((2-(4-fluorophenyl)ethyl)sulfonamido)-3-(methoxy-carbonyl)phenoxy)azetidine-1-carboxylate